O1C=CC=2C=NC=C(C21)N[C@@H]2CN(CC2)CC(=O)N2[C@@H](CCC2)C#N (S)-1-(2-((S)-3-(Furo[3,2-c]pyridin-7-ylamino)pyrrolidin-1-yl)acetyl)pyrrolidin-2-carbonitril